CN(C)C=C(C(=O)OCC)C(C(F)(F)F)=O Ethyl 2-[(dimethylamino)methylidene]-4,4,4-trifluoro-3-oxo-butanoate